C1(C(O)CC(N1C(C(=O)O)C)=O)=O Malimidopropionic acid